NC=1C2=C(N=CN1)N(C=C2C2=CC=C(C1=C2C=NO1)N)C1CC1 4-(4-AMINO-7-CYCLOPROPYL-7H-PYRROLO[2,3-D]PYRIMIDIN-5-YL)BENZO[D]ISOXAZOL-7-AMINE